C(C)(=O)NC=1C=CC(=C(C1)C=1C=CC=2N(C1)C=C(N2)NC(=O)[C@H]2[C@H](C2)F)C (1S,2S)-N-[6-[5-(acetylamino)-2-methylphenyl]imidazo[1,2-a]pyridin-2-yl]-2-fluoro-cyclopropanecarboxamide